COC1=CC=C(CSC=2C=NC=C(C#N)C2)C=C1 5-((4-methoxybenzyl)thio)nicotinonitrile